COC([C@H](C[C@H]1C(NCC1)=O)NC(=O)OC(C)(C)C)=O (S)-2-((tert-butoxycarbonyl)amino)-3-((S)-2-oxopyrrolidin-3-yl)propionic acid methyl ester